BrC=1C=C(C(=NC1O[C@@H](C)C1=CC(=CC(=C1)F)F)C)N=CN(C)CC N'-{5-bromo-6-[(1S)-1-(3,5-difluorophenyl)ethoxy]-2-methyl-pyridin-3-yl}-N-ethyl-N-methylimidoformamide